C1(=CC=CC2=CC=CC=C12)C=C(C(=O)N)C 1-Naphthyl-methacrylamide